The molecule is a dihydroxybenzoic acid in which the hydroxy groups are located at positions 3 and 4. It has a role as a human xenobiotic metabolite, a plant metabolite, an antineoplastic agent, an EC 1.1.1.25 (shikimate dehydrogenase) inhibitor and an EC 1.14.11.2 (procollagen-proline dioxygenase) inhibitor. It is a member of catechols and a dihydroxybenzoic acid. It derives from a benzoic acid. It is a conjugate acid of a 3,4-dihydroxybenzoate. C1=CC(=C(C=C1C(=O)O)O)O